2-morpholinoethyl methacrylate C(C(=C)C)(=O)OCCN1CCOCC1